5-(5-Chloro-2-((4-fluoro-3-((methylsulfonyl)methyl)phenyl)amino)pyrimidin-4-yl)-3,3-dimethyl-Isoindolin-1-one ClC=1C(=NC(=NC1)NC1=CC(=C(C=C1)F)CS(=O)(=O)C)C=1C=C2C(NC(C2=CC1)=O)(C)C